C(C1=CC=CC=C1)OC1=CC=C2C(=CC(=NC2=C1)Cl)Cl 7-(benzyloxy)-2,4-dichloroquinoline